P(=O)(OC[C@H]1O[C@@]([C@@H]([C@@H]1O)O)(C#N)C1=CC=C2C(=NC=NN21)N)(OC[C@@H](COCCCCCCCCCCCCCCCCC)OCC2=CC=C(C=C2)C#N)O ((2R,3S,4R,5R)-5-(4-aminopyrrolo[2,1-f][1,2,4]triazin-7-yl)-5-cyano-3,4-dihydroxytetrahydrofuran-2-yl)methyl ((R)-2-((4-cyanobenzyl)oxy)-3-(heptadecyloxy)propyl) hydrogen phosphate